[Na+].C1(=CC=CC=C1)CC(=O)[O-] Phenylacetic acid sodium salt